N-(1-(aminomethyl)cyclobutyl)-2-methyl-5-((2-(trifluoromethyl)pyridin-3-yl)methoxy)benzofuran-3-carboxamide NCC1(CCC1)NC(=O)C1=C(OC2=C1C=C(C=C2)OCC=2C(=NC=CC2)C(F)(F)F)C